N(CCO)CCO.O[C@@H]1C[C@@H]2CC3=C(C[C@@H]2[C@H]1CC[C@H](CCCCC)O)C=CC=C3OCC(=O)O (1R,2R,3aS,9aS)-2-[2-Hydroxy-1-[3(S)-hydroxyoctyl]-2,3,3a,4,9,9a-hexahydro-1H-benz[f]inden-5-yloxy]acetic acid diethanolamine salt